1-(1-bicyclo[1.1.1]pentanyl)-3-[[3-(difluoromethoxy)phenyl]methyl]urea C12(CC(C1)C2)NC(=O)NCC2=CC(=CC=C2)OC(F)F